2-((1r,3r)-3-aminocyclobutyl)propane tetra-ethyl-Ortho-silicate C(C)O[Si](OCC)(OCC)OCC.NC1CC(C1)C(C)C